3-chloro-1-(difluoromethyl)-2H-indazole-6-carboxylic acid ClC1NN(C2=CC(=CC=C12)C(=O)O)C(F)F